(5RS)-2-[(5-Chloro-2-thienyl)methyl]-5-[(3,3-difluoropyrrolidin-1-yl)carbonyl]-5,6,7,8-tetrahydro[1,2,4]triazolo[4,3-a]pyridin-3(2H)-one ClC1=CC=C(S1)CN1N=C2N([C@H](CCC2)C(=O)N2CC(CC2)(F)F)C1=O |r|